C(C1=CC=CC=C1)N1CCC(CC1)CCNC(=O)N1[C@@H](CN(CC1)C1=CC=CC=C1)C (2R)-N-[2-(1-benzylpiperidin-4-yl)ethyl]-2-methyl-4-phenylpiperazine-1-carboxamide